N,N'-(2,2'-dimethyl-[1,1'-biphenyl]-3,3'-diyl)bis(5-((cyclopropylamino)methyl)-4-methylpicolinamide) CC1=C(C=CC=C1NC(C1=NC=C(C(=C1)C)CNC1CC1)=O)C1=C(C(=CC=C1)NC(C1=NC=C(C(=C1)C)CNC1CC1)=O)C